racemic-(3,4-dihydro-2H-pyran-2-yl)methyl acetate C(C)(=O)OC[C@@H]1OC=CCC1 |r|